ClC1=CC=C(C=C1)C[C@@H](C(=O)O)NC(=O)OCC1C2=CC=CC=C2C=2C=CC=CC12 (2S)-3-(4-chlorophenyl)-2-(9H-fluoren-9-ylmethoxycarbonylamino)propionic acid